FC1([C@H]([C@@H](O[C@@H]1CO)N1C=2N=C(NC(C2N=C1)=O)NC(C(C)C)=O)O)F N-(9-((2R,3S,5R)-4,4-difluoro-3-hydroxy-5-(hydroxymethyl)tetrahydrofuran-2-yl)-6-oxo-6,9-dihydro-1H-purin-2-yl)isobutyramide